ClC=1C=CC(=C(N)C1)O[Si](C(C)C)(C(C)C)C(C)C 5-chloro-2-triisopropylsilyloxy-aniline